2-methoxy-3-methyl-4-(4-(4-methylpiperazin-1-yl)piperidin-1-yl)aniline [2-[2-[2-[2-[[2-(2,6-dioxo-3-piperidyl)-1,3-dioxo-isoindolin-4-yl]amino]ethoxy]ethoxy]ethoxy]ethyl]carbamate O=C1NC(CCC1N1C(C2=CC=CC(=C2C1=O)NCCOCCOCCOCCNC(O)=O)=O)=O.COC1=C(N)C=CC(=C1C)N1CCC(CC1)N1CCN(CC1)C